O1C(=NC2=C1C=CC=C2)CCC=O 3-(benzo[d]oxazol-2-yl)propan-1-one